CN1N=CC(=C1)C1=CC(=C(N)C=C1)[N+](=O)[O-] 4-(1-methylpyrazol-4-yl)-2-nitro-aniline